C(C1=CC=CC=C1)OC(=O)NC1=C(C(=O)[O-])C=CC(=C1)I ((benzyloxy)carbonyl)amino-4-iodobenzoate